C1(=CC=CC=C1)C1C(C)O1 racemic-cis-1-phenylpropylene oxide